(trifluoromethylsulfonyloxy)-5,8-dihydropyrido[3,4-d]pyrimidine-7(6H)-carboxylate FC(S(=O)(=O)OC=1N=CC2=C(N1)CN(CC2)C(=O)[O-])(F)F